N-[(3-methoxyphenyl)methyl]-N-methyl-1H-imidazole-4-carboxamide COC=1C=C(C=CC1)CN(C(=O)C=1N=CNC1)C